(S)-4-((2-((2-methylpyridin-3-yl)oxy)ethyl)(4-(5,6,7,8-tetrahydro-1,8-naphthyridin-2-yl)butyl)amino)-2-((6-phenylpyrimidin-4-yl)amino)butanoic acid CC1=NC=CC=C1OCCN(CC[C@@H](C(=O)O)NC1=NC=NC(=C1)C1=CC=CC=C1)CCCCC1=NC=2NCCCC2C=C1